(S)-4-(2-Benzo[b]thiophen-3-yl-acetylamino)-4-{(2S,5S)-4-oxo-2-[(1H-[1,2,3]triazol-4-ylmethyl)-carbamoyl]-1,2,4,5,6,7-hexahydro-azepino[3,2,1-hi]indol-5-ylcarbamoyl}butyric acid S1C2=C(C(=C1)CC(=O)N[C@@H](CCC(=O)O)C(N[C@H]1CCC=3C=CC=C4C[C@H](N(C34)C1=O)C(NCC=1N=NNC1)=O)=O)C=CC=C2